4-[cyclopropyl-[4-(5,6,7,8-tetrahydro-1,8-naphthyridin-2-yl)butyl]amino]-2-[[3-(trifluoromethoxy)phenyl]methoxycarbonylamino]butanoic acid C1(CC1)N(CCC(C(=O)O)NC(=O)OCC1=CC(=CC=C1)OC(F)(F)F)CCCCC1=NC=2NCCCC2C=C1